BrC=1C=C2C(=CN(C2=CC1)C)C(=O)NC 5-bromo-N,1-dimethylindole-3-carboxamide